(9,9-dimethylfluoren-2-yl)boric acid CC1(C2=CC=CC=C2C=2C=CC(=CC12)OB(O)O)C